C(CCCCCCCCCCC)(=O)OCN1C(C=CC2=CC=C(C=C12)CCN1CCN(CC1)C1=CC(=CC=2SC=CC21)F)=O (7-(2-(4-(6-Fluorobenzo[b]thiophen-4-yl)piperazin-1-yl)ethyl)-2-oxo quinolin-1(2H)-yl)methyl dodecanoate